C1(=CC=CC=C1)S(=O)(=O)C1=[N+](ON=C1)[O-] 3-benzenesulfonyl-1,2,5-oxadiazole-2-oxide